3-(((5-cyanopyrazin-2-yl)-oxy)methyl)-N-(2,3-difluoro-benzyl)bicyclo[1.1.1]pentane-1-carboxamide C(#N)C=1N=CC(=NC1)OCC12CC(C1)(C2)C(=O)NCC2=C(C(=CC=C2)F)F